[Na+].ON1C(C(CC1=O)S(=O)(=O)[O-])=O N-hydroxysulphosuccinimide sodium salt